ClC=1C=C(C(=NC1)OC)S(=O)(=O)NC=1C(=C(C(=CC1)F)[C@@H]1CCC=2N([C@@H]1C)C=NC2C(=O)NC)F (5R,6S)-6-[3-(5-chloro-2-methoxypyridine-3-sulfonamido)-2,6-difluorophenyl]-N,5-dimethyl-5H,6H,7H,8H-imidazo[1,5-a]pyridine-1-carboxamide